C(C)OC=1C=C2C(=CNC2=CC1)CC(C)N 1-(5-ethoxy-1H-indol-3-yl)propan-2-amine